C(#N)C1=NN(C2=CC(=CC=C12)COC1=CC=CC(=N1)C1CCN(CC1)CC1=NC2=C(N1C[C@H]1OCC1)C=C(C=C2)C(=O)OC(C)(C)C)C Tert-butyl (S)-2-((4-(6-((3-cyano-1-methyl-1H-indazol-6-yl) methoxy) pyridin-2-yl) piperidin-1-yl) methyl)-1-(oxetan-2-ylmethyl)-1H-benzo[d]imidazole-6-carboxylate